(R)-N-(1-methoxypropan-2-yl)-5-(pyrido[2,3-b]pyrazin-7-yl)pyrrolo[2,1-f][1,2,4]triazin-2-amine COC[C@@H](C)NC1=NN2C(C=N1)=C(C=C2)C2=CC=1C(=NC=CN1)N=C2